2-{3-[4-(propan-2-yl)piperazin-1-yl]-1,2,4-triazin-6-yl}-5-(1H-pyrazol-4-yl)phenol CC(C)N1CCN(CC1)C=1N=NC(=CN1)C1=C(C=C(C=C1)C=1C=NNC1)O